FC=1C=NC(=NC1)C=1C=C(C=CC1C)NC(=O)[C@@H]1N([C@@H]2C[C@@H]2C1)C1=NC=CN=C1 (1R,3R,5R)-N-[3-(5-fluoropyrimidin-2-yl)-4-methylphenyl]-2-pyrazin-2-yl-2-azabicyclo[3.1.0]hexane-3-carboxamide